glyceryl-tri(4-(3-fluoro-2-(trifluoromethyl)phenyl)piperidin-1-yl)(5-(methylsulfonyl)-4,5,6,7-tetrahydro-1H-pyrazolo[4,3-c]pyridin-3-yl)methanone C(C(O)CO)C(=O)C1=NN(C2=C1C(N(CC2)S(=O)(=O)C)(N2CCC(CC2)C2=C(C(=CC=C2)F)C(F)(F)F)N2CCC(CC2)C2=C(C(=CC=C2)F)C(F)(F)F)N2CCC(CC2)C2=C(C(=CC=C2)F)C(F)(F)F